C(C1=CC=CC=C1)C1=NC(=NN1)C(=O)N[C@@H]1CCC2=C(N(C1=O)C([2H])([2H])[2H])C=C(C=C2)C#CC(C)(C)O |r| (±)-5-Benzyl-N-(8-(3-hydroxy-3-methylbut-1-yn-1-yl)-1-(methyl-d3)-2-oxo-2,3,4,5-tetrahydro-1H-benzo[b]azepin-3-yl)-1H-1,2,4-triazole-3-carboxamide